C1(CC1)C=1C(=NC(=NC1)NC=1C(=NN(C1)C1CCN(CC1)C)C)NCCCN1CCOCCC1=O 4-(3-((5-Cyclopropyl-2-((3-methyl-1-(1-methylpiperidin-4-yl)-1H-pyrazol-4-yl)amino)pyrimidin-4-yl)amino)propyl)-1,4-oxazepan-5-on